nonadecane-5,7-diol CCCCC(CC(CCCCCCCCCCCC)O)O